Cl.FC(COC1=CC=CC2=C1C1=C3C(CCNC3C2)=CC(=C1OC)O)F 11-(2,2-difluoroethoxy)-1-methoxy-5,6,6a,7-tetrahydro-4H-dibenzo[de,g]quinolin-2-ol hydrochloride